2-[5-ethylsulfonyl-6-[3-methyl-6-(trifluoromethyl)imidazo[4,5-c]pyridin-2-yl]-3-pyridyl]-2-fluoro-propanenitrile C(C)S(=O)(=O)C=1C=C(C=NC1C1=NC2=C(C=NC(=C2)C(F)(F)F)N1C)C(C#N)(C)F